aconitic acid dihydroxypropyl ester OC(CCOC(C=C(C(=O)O)CC(=O)O)=O)O